OC1=NC2=CC=C(C=C2N=C1)N1CCN(CC1)C(=O)OC(C)(C)C tert-butyl 4-(2-hydroxyquinoxalin-6-yl)piperazine-1-carboxylate